1-methyl-4-(6-(methylamino)-5-(methylsulfonamido)pyridin-2-yl)-1H-1,2,3-triazole-5-carboxylic acid CN1N=NC(=C1C(=O)O)C1=NC(=C(C=C1)NS(=O)(=O)C)NC